tert-Butyl 4-(3-fluoro-2,7-dioxoazepan-3-yl)benzoate FC1(C(NC(CCC1)=O)=O)C1=CC=C(C(=O)OC(C)(C)C)C=C1